C(C)(C)(C)OC(=O)NCCCN(CCCCCCCC(=O)OCCC(CCCCC)CCCCC)CCCCCCCC(=O)OCCC(CCCCC)CCCCC bis(3-pentyloctyl) 8,8'-((3-((tert-butoxycarbonyl)amino)propyl) azanediyl)dioctanoate